C(C1=CC=CC=C1)N1CCN(C12CSC2)C(=O)C2=CC=C(C=C2)/C=C/C(=O)C2=CC(=C(C(=C2)OC)OC)OC (E)-3-(4-(8-benzyl-2-thia-5,8-diazaspiro[3.4]octane-5-carbonyl)phenyl)-1-(3,4,5-trimethoxyphenyl)prop-2-en-1-one